[Si](C)(C)(C(C)(C)C)OC=1C(=C(C(=CC1)C)C=1C(=C(N2C1C=NC(=C2)C)C#N)NC(OC(C)(C)C)=O)C tert-butyl N-[8-[3-[tert-butyl(dimethyl)silyl]oxy-2,6-dimethyl-phenyl]-6-cyano-3-methyl-pyrrolo[1,2-a]pyrazin-7-yl]carbamate